2,2-difluoro-3a,7a-dihydroxy-5β-cholanic acid FC1([C@H](C[C@H]2C[C@H]([C@H]3[C@@H]4CC[C@H]([C@@H](CCC(=O)O)C)[C@]4(CC[C@@H]3[C@]2(C1)C)C)O)O)F